ClC1=NC(=C2C(=N1)NN=C2C)O[C@@H]2CN(C[C@@H]2F)C(C)C (3R,4S)-3-({6-chloro-3-methyl-1H-pyrazolo[3,4-d]pyrimidin-4-yl}oxy)-4-fluoro-1-isopropyl-pyrrolidine